C1(=CC(=CC=C1)N=C=O)C m-toluyl isocyanate